ClC=1C=C(C=CC1OC(F)F)NC(C1=C(C=CC(=C1)S(=O)(=O)N1CCC2=CC=CC=C12)OC)=O N-(3-chloro-4-(difluoromethoxy)phenyl)-5-(indolin-1-ylsulfonyl)-2-methoxybenzamide